C(C)(C)OC(CCC(C)C)=O 4-methylpentanoic acid (S)-isopropyl ester